methyl 6-(benzyloxy)-9-((diphenylmethylene)amino)-[1,2,4]triazolo[5,1-a]isoquinoline-5-carboxylate C(C1=CC=CC=C1)OC1=C(N2C(C3=CC(=CC=C13)N=C(C1=CC=CC=C1)C1=CC=CC=C1)=NC=N2)C(=O)OC